2-[3a-(aminomethyl)-octahydro-1H-isoindol-2-yl]-6-amino-5-(2,3-dichlorophenyl)pyrimidine-4-carboxamide NCC12CN(CC2CCCC1)C1=NC(=C(C(=N1)C(=O)N)C1=C(C(=CC=C1)Cl)Cl)N